N-(5-(4-cyanophenyl)-1,3,4-selenadiazol-2-yl)-3-(2-methoxyphenyl)isonicotinamide C(#N)C1=CC=C(C=C1)C1=NN=C([Se]1)NC(C1=C(C=NC=C1)C1=C(C=CC=C1)OC)=O